1-tert-butoxycarbonyl-3-fluoro-azetidine-3-carboxylic acid C(C)(C)(C)OC(=O)N1CC(C1)(C(=O)O)F